1-(9-ethyl-1-methyl-β-carbolin-6-yl)-3-(4-chlorophenyl)thiourea C(C)N1C2=CC=C(C=C2C=2C=CN=C(C12)C)NC(=S)NC1=CC=C(C=C1)Cl